(S)-6-(4-acetyl-1-amino-1,3-dihydrospiro[indene-2,4'-piperidin]-1'-yl)-4-amino-3-(4-(trifluoromethyl)phenyl)pyridin-2(1H)-one C(C)(=O)C1=C2CC3(CCN(CC3)C3=CC(=C(C(N3)=O)C3=CC=C(C=C3)C(F)(F)F)N)[C@@H](C2=CC=C1)N